4-((1H-1,2,4-triazol-1-yl)methyl)-N-(2-hydroxyethyl)benzamidine N1(N=CN=C1)CC1=CC=C(C(=N)NCCO)C=C1